Cl.NC1=CN(C=2N=CN(C(C21)=O)C(C(F)(F)F)C)CC 5-Amino-7-ethyl-3-(1,1,1-trifluoropropan-2-yl)-3,7-dihydro-4H-pyrrolo[2,3-d]pyrimidin-4-one hydrochloride